C(CCCCCCCCCCCCCCC)OCCCC(O[C@@H](CN1C2=NC=NC(=C2N=C1)N)C)=P(=O)COC(=O)SC(C)C (R)-9-{2-[(hexadecyloxypropyl)(isopropylsulfanylcarbonyloxymethyl)phosphorylmethoxy]propyl}adenine